3-(2-(pyrrolidin-1-yl)ethyl)-1H-pyrrolo[2,3-b]pyridine-5-carbonitrile N1(CCCC1)CCC1=CNC2=NC=C(C=C21)C#N